BrC1=NN(C(C2=CC=C(C=C12)Br)=O)CC(=O)O 2-(4,6-dibromo-1-oxo-phthalazin-2-yl)acetic acid